4-chloro-2-(1-methyl-1H-pyrazol-4-yl)-1-p-toluenesulfonyl-1H-pyrrolo[2,3-b]pyridine-5-carbonitrile ClC1=C2C(=NC=C1C#N)N(C(=C2)C=2C=NN(C2)C)S(=O)(=O)C2=CC=C(C)C=C2